tert-butyl N-[8-chloro-6-(4-ethyl-3-pyridyl)cinnolin-3-yl]-N-isopropyl-carbamate ClC=1C=C(C=C2C=C(N=NC12)N(C(OC(C)(C)C)=O)C(C)C)C=1C=NC=CC1CC